((2R,3S,4R,5R)-5-(4-Aminopyrrolo[2,1-f][1,2,4]triazin-7-yl)-5-cyano-3,4-dihydroxytetrahydrofuran-2-yl)methyl (2-(undecyloxy)ethyl) hydrogen phosphate P(=O)(OC[C@H]1O[C@@]([C@@H]([C@@H]1O)O)(C#N)C1=CC=C2C(=NC=NN21)N)(OCCOCCCCCCCCCCC)O